(5-(4-((4-(1H-pyrazol-4-yl)phenyl)amino)pyrimidin-2-yl)isoindolin-2-yl)(pyridin-3-yl)methanone N1N=CC(=C1)C1=CC=C(C=C1)NC1=NC(=NC=C1)C=1C=C2CN(CC2=CC1)C(=O)C=1C=NC=CC1